5-(4-ethoxy-4-oxobutyl)pyridine-2-carboxylic acid C(C)OC(CCCC=1C=CC(=NC1)C(=O)O)=O